C1=CC=CC=2C3=CC=CC=C3C(C12)COC(=O)N[C@@H](CC(N(C)C)=O)C(=O)OC(C)(C)C tert-butyl N2-(((9H-fluoren-9-yl)methoxy)carbonyl)-N4,N4-dimethyl-L-asparaginate